NC(C(=O)O)CC alphA-Amino-Butyric Acid